[I-].C(C)(C)(C)OC(=O)N1CC2=CC=CC(=C2CC1)OCCCC1=NC=CC=C1NC1=CC=C(C=C1)OCC=C (3-{[2-(tert-butoxycarbonyl)-1,2,3,4-tetrahydroisoquinolin-5-yl]oxy}propyl)-3-{[4-(prop-2-en-1-yloxy)phenyl]amino}pyridine iodide